(2R,4S)-1-[7-chloro-1,2,3,4-tetrahydronaphthalen-2-yl]-4-{[4-(2-methanesulfonylethanesulfonyl)phenoxy]methyl}-2-methylpyrrolidine ClC1=CC=C2CCC(CC2=C1)N1[C@@H](C[C@@H](C1)COC1=CC=C(C=C1)S(=O)(=O)CCS(=O)(=O)C)C